(S)-6-(((1-(1-(tert-butyl)piperidin-4-yl)-1H-1,2,3-triazol-4-yl)(6-isopropoxypyridin-3-yl)methyl)amino)-8-chloro-4-((3-chloro-4-fluorophenyl)amino)quinoline-3-carbonitrile C(C)(C)(C)N1CCC(CC1)N1N=NC(=C1)[C@H](C=1C=NC(=CC1)OC(C)C)NC=1C=C2C(=C(C=NC2=C(C1)Cl)C#N)NC1=CC(=C(C=C1)F)Cl